C(C1=CC=CC=C1)N1C=C(C=CC1=O)C1CN(CCC1)C(=O)OC(C)(C)C tertbutyl 3-(1-benzyl-6-oxo-1,6-dihydropyridin-3-yl)piperidine-1-carboxylate